C1=CC=C(C(=C1)NC2=CC=CC=C2Br)Br 2,2'-dibromodiphenylamine